1-(4-(2-(4-(tert-butyl)-2-ethoxyphenyl)-4,5-bis(4-chlorophenyl)-4,5-dihydro-1H-imidazole-1-carbonyl)piperazin-1-yl)hex-5-yn-1-one C(C)(C)(C)C1=CC(=C(C=C1)C=1N(C(C(N1)C1=CC=C(C=C1)Cl)C1=CC=C(C=C1)Cl)C(=O)N1CCN(CC1)C(CCCC#C)=O)OCC